1-(3-Fluoro-4-((4-(4-((1S,2R)-6-hydroxy-2-phenyl-1,2,3,4-tetrahydronaphthalen-1-yl)phenyl)piperazin-1-yl)methyl)phenyl)dihydropyrimidine-2,4(1H,3H)-dione FC=1C=C(C=CC1CN1CCN(CC1)C1=CC=C(C=C1)[C@@H]1[C@@H](CCC2=CC(=CC=C12)O)C1=CC=CC=C1)N1C(NC(CC1)=O)=O